[Ce].[Co].[La] Lanthanum-cobalt-cerium